(3S,8aS)-3-isobutylhexahydropyrrolo[1,2-a]pyrazine-1,4-dione C(C(C)C)[C@@H]1NC([C@H]2N(C1=O)CCC2)=O